N4-[1-(oxetan-3-yl)-4-piperidyl]benzene-1,2,4-triamine O1CC(C1)N1CCC(CC1)NC=1C=C(C(=CC1)N)N